C1(=CC=CC2=CC=CC=C12)C(=O)[O-] α-naphthoate